dimethyl-dimethylsilylene(6-methyl-1,2,3,5-tetrahydro-s-indacen-5-yl)(cyclohexylamino)titanium CC([Si](=[Ti](NC1CCCCC1)C1C=2C=C3CCCC3=CC2C=C1C)C)C